1-vinyl-3-methyl-imidazole bromide salt [Br-].C(=C)N1CN(C=C1)C